NC1=C(C=CC(=N1)N1CCN(CC1)C(=O)OC(C)(C)C)[N+](=O)[O-] 4-(6-amino-5-nitropyridin-2-yl)-1-tert-butoxycarbonylpiperazine